FC1(CN(C1)C(=O)C=1N(C2=CC(=CC=C2C1)C1=NC=CC(=N1)NC1=CC=C(C=C1)C1=CN=CN1)C)F 2-[2-(3,3-difluoroazetidine-1-carbonyl)-1-methyl-1H-indol-6-yl]-N-[4-(1H-imidazol-5-yl)phenyl]pyrimidin-4-amine